2,3,3-trimethylsuccinonitrile CC(C#N)C(C#N)(C)C